(S)-2-acetyl-N-((1S,2S)-2-(6-fluoro-2,3-dimethylphenyl)-1-(5-oxo-4,5-dihydro-1,3,4-oxadiazol-2-yl)propyl)piperidine-1-sulfonamide C(C)(=O)[C@H]1N(CCCC1)S(=O)(=O)N[C@@H]([C@@H](C)C1=C(C(=CC=C1F)C)C)C=1OC(NN1)=O